(R)-N-(3-(4-(2-amino-6-methylpyrimidin-4-yl)-1,4-oxazepan-3-yl)-4-chlorophenyl)methanesulfonamide Sodium 3-phenyl-acrylate C1(=CC=CC=C1)C=CC(=O)[O-].[Na+].NC1=NC(=CC(=N1)N1[C@@H](COCCC1)C=1C=C(C=CC1Cl)NS(=O)(=O)C)C